BrC1=CC=C(C=C1)N1[C@@H](CCC1)C(=O)O (4-bromophenyl)-L-proline